ClC=1C=CC=2N(C1)N=CC2S(=O)(=O)NC=2C(=NC(=C(C2)F)SC(F)F)OC 6-chloro-N-(6-((difluoromethyl)thio)-5-fluoro-2-methoxypyridin-3-yl)pyrazolo[1,5-a]pyridine-3-sulfonamide